3-hydroxychromene OC=1COC2=CC=CC=C2C1